(S)-9-amino-4-ethyl-8-fluoro-4-hydroxy-11-(morpholinomethyl)-1,12-dihydro-14H-pyrano[3',4':6,7]indolizino[1,2-b]quinoline-3,14(4H)-dione NC1=CC=2C(=C3C(=NC2C=C1F)C1=CC2=C(C(N1C3)=O)COC([C@]2(O)CC)=O)CN2CCOCC2